ClC=1N=C(C=2N=C(N(C(C2N1)=O)C)C(F)(F)F)C1CCC(CC1)(F)F 6-chloro-8-(4,4-difluorocyclohexyl)-3-methyl-2-(trifluoromethyl)pyrimido[5,4-d]pyrimidin-4-one